3-(2-benzyloxyethoxy)tetrahydrofuran C(C1=CC=CC=C1)OCCOC1COCC1